Cl.NC([C@H](CCCCNC(OCC1=CC=CC=C1)=O)NC([C@H](C)NC(=O)[C@H]1NC[C@@H](C1)OC1=CC=NC=C1)=O)=O Benzyl ((S)-6-amino-6-oxo-5-((S)-2-((2S,4R)-4-(pyridin-4-yloxy) pyrrolidine-2-carboxamido) propanamido) hexyl)carbamate HCl